anilin-5-boronic acid hydrochloride salt Cl.NC1=CC=CC(=C1)B(O)O